trifluoromethyl-thianthrene FC(F)(F)C1=CC=CC=2SC3=CC=CC=C3SC12